(R)-2-((1-(3,6-dimethyl-2-(4-((4-methylpiperazin-1-yl)methyl)phenyl)-4-oxo-4H-chromen-8-yl)ethyl)amino)benzoic acid CC1=C(OC2=C(C=C(C=C2C1=O)C)[C@@H](C)NC1=C(C(=O)O)C=CC=C1)C1=CC=C(C=C1)CN1CCN(CC1)C